methyl 2-[(4S)-4-[[(R)-tert-butyl sulfinyl]amino]-1-(2-trimethylsilylethoxymethyl)-6,7-dihydro-5H-indazol-4-yl]acetate C(C)(C)(C)[S@@](=O)N[C@]1(C=2C=NN(C2CCC1)COCC[Si](C)(C)C)CC(=O)OC